CC=1N=C2N(N=C(C=C2C)C=2N=C3N(C(C2)=O)C=C(S3)[C@H]3[C@H](CNCC3)F)C1 7-(2,8-dimethylimidazo[1,2-b]pyridazin-6-yl)-2-[(3R,4R)-3-fluoro-4-piperidinyl]thiazolo[3,2-a]pyrimidin-5-one